N-{[3-(Pyrrolidine-1-carbonyl)oxan-3-yl]methyl}-4H,5H,6H,7H,8H,9H-cycloocta[b]thiophene-2-carboxamide N1(CCCC1)C(=O)C1(COCCC1)CNC(=O)C1=CC2=C(S1)CCCCCC2